C(C)(C)(C)OC(=O)N1CC(C1)CSCCC 3-(propylsulfanylmethyl)azetidine-1-carboxylic acid tert-butyl ester